(difluoromethoxy)-5-fluoro-N-((5-(2-methoxyphenyl)-1H-1,2,4-triazol-3-yl)methyl)benzamide FC(OC1=C(C(=O)NCC2=NNC(=N2)C2=C(C=CC=C2)OC)C=C(C=C1)F)F